({7-bromo-6-[(3-methoxy-2,6-dimethylphenyl)amino]furo[3,2-c]pyridin-4-yl}thio)hexahydropyridine-1-carboxylic acid 2-methylpropan-2-yl ester CC(C)(C)OC(=O)N1C(CCCC1)SC1=NC(=C(C2=C1C=CO2)Br)NC2=C(C(=CC=C2C)OC)C